Cl.Cl.N1(CCC12CCNCC2)C=2SC1=C(N=NC(=C1)C1=C(C=C(C=C1)C=1C=NNC1)O)N2 2-[6-(1,7-Diazaspiro[3.5]nonan-1-yl)[1,3]thiazolo[4,5-c]pyridazin-3-yl]-5-(1H-pyrazol-4-yl)phenol-Dihydrochlorid